COC1=C(C=C2C=NN(C2=C1)C1OCCCC1)C(=O)O 6-methoxy-1-(tetrahydro-2H-pyran-2-yl)-1H-indazole-5-carboxylic acid